nonylphenyldiphosphit C(CCCCCCCC)P([O-])([O-])(OP([O-])[O-])C1=CC=CC=C1